O1CCC(CC1)C(=O)OCNC(C1=CC=C(C=C1)C#CC1=C(C=CC=C1)F)=O 4-((4-((2-fluorophenyl) ethynyl) benzoylamino) methyl) tetrahydro-2H-pyran-4-carboxylate